tributoxy(phenyl)silane C(CCC)O[Si](C1=CC=CC=C1)(OCCCC)OCCCC